C(C(C)(C)C)C(C(C(=O)O)(C)C)O.OCC(C(=O)OCC(C)(C)C)(C)C neopentyl hydroxypivalate (neopentyl hydroxypivalate)